N-((4-(4-methoxyphenyl)tetrahydro-2H-pyran-4-yl)methyl)-2-(trifluoromethyl)imidazo[1,2-a]pyridin-5-amine COC1=CC=C(C=C1)C1(CCOCC1)CNC1=CC=CC=2N1C=C(N2)C(F)(F)F